9-(4-chloro-2-fluoro-phenyl)-7-[(2S,4R)-2-(6-keto-1H-pyridin-3-yl)tetrahydropyran-4-yl]-2,3-dimethyl-pyrimido[1,2-b]pyridazin-4-one ClC1=CC(=C(C=C1)C=1C=2N(N=C(C1)[C@H]1C[C@H](OCC1)C1=CNC(C=C1)=O)C(C(=C(N2)C)C)=O)F